(cyanomethyl)-2-fluoro-4-(5-methyl-2-((1-methyl-1H-pyrazol-4-yl)amino)pyrimidin-4-yl)benzamide C(#N)CC=1C(=C(C(=O)N)C=CC1C1=NC(=NC=C1C)NC=1C=NN(C1)C)F